p-butyl-catechol C(CCC)C=1C=C(C(O)=CC1)O